tertpentyl alcohol C(C)(C)(CC)O